C(C)(C)C=1C=NC=CC1OC=1C(=NC(=NC1)N)N 5-((3-isopropylpyridin-4-yl)oxy)pyrimidine-2,4-diamine